C(C)(C)N1N=CC(=C1N1N=C(C2=C1CNCC2)C)C 1-(1-isopropyl-4-methyl-1H-pyrazol-5-yl)-3-methyl-4,5,6,7-tetrahydro-1H-pyrazolo[3,4-c]pyridine